ClC=1C(=C(C=C(C1)Cl)S(=O)(=O)[O-])O.[Na+] Sodium 3,5-dichlorio-2-hydroxybenzenesulfonate